1,4-bis[4-(tert-butoxycarbonylamino)phenoxy]benzene C(C)(C)(C)OC(=O)NC1=CC=C(OC2=CC=C(C=C2)OC2=CC=C(C=C2)NC(=O)OC(C)(C)C)C=C1